P(OCC)(OCC)=S diethyl thiophosphonate